C(C1=CC=CC=C1)N1C(C2N(C(C1)=O)CCN(C2)CC2=CC=CC=C2)=O 2,8-dibenzyltetrahydro-2H-pyrazino[1,2-a]pyrazine-1,4(3H,6H)-dione